(7S)-2-Benzyl-3-[(3R)-1,1-dioxo-1λ6-thian-3-yl]-7-methyl-3H,6H,7H,8H,9H-imidazo[4,5-f]chinolin C(C1=CC=CC=C1)C=1N(C=2C(=C3CC[C@@H](NC3=CC2)C)N1)[C@H]1CS(CCC1)(=O)=O